1,3-bis(6-cyclohexyloxyhexyl)imidazolium C1(CCCCC1)OCCCCCCN1C=[N+](C=C1)CCCCCCOC1CCCCC1